ClC1=C(C(=O)NC2=NN=NN2C)C=CC(=C1NS(=O)(=O)CC)OC(F)(F)F 2-chloro-3-(ethylsulfonylamino)-N-(1-methyltetrazol-5-yl)-4-(trifluoromethoxy)benzamide